S1C=NC(=C1)C1=NC2=C(N1)C=CC=C2 2-thiazol-4-yl-1H-benzo-imidazole